((2R,6S)-2,6-dimethylmorpholinyl)methanone C[C@@H]1CN(C[C@@H](O1)C)C=O